C(#N)C=1C=C(C=CC1)C=1N=C(SC1C1=CC(=NC(=C1)C)C)NC(=O)N1[C@@H](CNC[C@H]1C)C (2R,6R)-N-[4-(3-cyanophenyl)-5-(2,6-dimethyl-4-pyridyl)thiazol-2-yl]-2,6-dimethyl-piperazine-1-carboxamide